C(C1=CC=CC=C1)OC(=O)N[C@@H](C(=O)OC)CC=1C=C2C=NNC2=C(C1)C methyl (2R)-2-(benzyloxycarbonylamino)-3-(7-methyl-1H-indazol-5-yl)propanoate